N-(2-(4-(2-((2-((2-(2,6-dioxopiperidin-3-yl)-1,3-dioxoisoindolin-4-yl)amino)ethyl)amino)-2-oxoethyl)piperazin-1-yl)ethyl)-6-hydroxy-2-oxo-2H-chromene-3-carboxamide O=C1NC(CCC1N1C(C2=CC=CC(=C2C1=O)NCCNC(CN1CCN(CC1)CCNC(=O)C=1C(OC2=CC=C(C=C2C1)O)=O)=O)=O)=O